tert-butyl 4-(((tert-butyldiphenylsilyl)oxy)methyl)-2,2-dimethylpiperidine-1-carboxylate [Si](C1=CC=CC=C1)(C1=CC=CC=C1)(C(C)(C)C)OCC1CC(N(CC1)C(=O)OC(C)(C)C)(C)C